COC1=CC=2N(C=C1)N=CC2CCN 2-(5-Methoxypyrazolo[1,5-a]pyridin-3-yl)ethan-1-amine